BrC=1C=C(C=CC1OC)[C@H](C(=O)OCC)NS(=O)(=O)C1=CC=C(C=C1)OC(F)(F)F ethyl (R)-2-(3-bromo-4-methoxyphenyl)-2-((4-(trifluoromethoxy)phenyl)sulfonamido)acetate